mercaptomagnesium acetate C(C)(=O)[O-].S[Mg+]